(5-chloro-3-methyl-1H-indol-2-yl)(3-(methoxymethyl)pyrrolidin-1-yl)methanone ClC=1C=C2C(=C(NC2=CC1)C(=O)N1CC(CC1)COC)C